4,5-Diamino-1-(2-hydroxyethyl)pyrazol Bromid [Br-].NC=1C=NN(C1N)CCO